5-hydroxy-2-(4-hydroxyphenyl)-4-(piperidin-1-ylmethyl)-1H-indole-3-carboxylic acid ethyl ester C(C)OC(=O)C1=C(NC2=CC=C(C(=C12)CN1CCCCC1)O)C1=CC=C(C=C1)O